Cl.N[C@H](C(=O)NC1=CC(=CC=C1)C1=NNC(=C1)C1=CC(=CC=C1)OC(F)(F)F)C(C)C (2S)-2-Amino-N-{3-[5-(3-trifluoromethoxyphenyl)-1H-pyrazol-3-yl]phenyl}-3-methylbutanamide hydrochloride